N1(CCCC1)C1=C(C(=CC=C1)F)N1S(C2=C(C1)C(=CC=C2)F)(=O)=O N-(2-(pyrrolidin-1-yl)-6-fluorophenyl)-4-fluorobenzo[d]isothiazole-1,1-dioxide